O=C([C@H](O)[C@@H](O)[C@H](O)[C@H](O)CO)O.O=C([C@H](O)[C@@H](O)[C@H](O)[C@H](O)CO)O.O1CCN(CC1)CCC(C(=O)N)CCC (2-morpholinoethyl)-pentanamide digluconate